iodo-thyronine IN[C@@H](CC1=CC=C(C=C1)OC1=CC=C(C=C1)O)C(=O)O